OC1CC(C1)(CC1=C(C=CC(=C1)C)S(=O)(=O)[O-])CC1=C(C=CC(=C1)C)S(=O)(=O)[O-] (3-hydroxycyclobutane-1,1-diyl)bis(methylene)bis(4-methylbenzenesulfonate)